CC=1C=C(C=C(C1)C)S(=O)(=O)Cl 3,5-dimethylbenzenesulfonyl chloride